di-sodium diamino stilbenedisulfonate C1(=C(C(=CC=C1)S(=O)(=O)ON)S(=O)(=O)ON)C=CC1=CC=CC=C1.[Na].[Na]